N-(2-((tert-butoxycarbonyl)amino)ethyl)-N-(spiro[3.3]heptan-2-ylmethyl)-L-alanine C(C)(C)(C)OC(=O)NCCN([C@@H](C)C(=O)O)CC1CC2(C1)CCC2